C(#N)CCN1C[C@@H]2[C@H](C1)CC(C2)NC2=C1C(=NC=C2C=2SC(=CN2)C(=O)NC2CCN(CC2)C)NC=C1 2-(4-(((3aR,5s,6aS)-2-(2-cyanoethyl)octahydrocyclopenta[c]pyrrol-5-yl)amino)-1H-pyrrolo[2,3-b]pyridin-5-yl)-N-(1-methylpiperidin-4-yl)thiazole-5-carboxamide